N-[1-[[2-chloro-5-(1-isopropyl-6-oxo-3-pyridyl)phenyl]methyl]-2-oxo-2-[4-(1,2,4-triazol-4-yl)anilino]ethyl]-2-methyl-pyrazole-3-carboxamide ClC1=C(C=C(C=C1)C1=CN(C(C=C1)=O)C(C)C)CC(C(NC1=CC=C(C=C1)N1C=NN=C1)=O)NC(=O)C=1N(N=CC1)C